6-(4-((2-fluoro-5-(trifluoromethyl)benzyl)carbamoyl)-1,5-dimethyl-1H-imidazol-2-yl)-N-methyl-1H-indazole-3-carboxamide FC1=C(CNC(=O)C=2N=C(N(C2C)C)C2=CC=C3C(=NNC3=C2)C(=O)NC)C=C(C=C1)C(F)(F)F